ClC=1C=C2C(=CNC2=CC1F)NC(=O)C=1C=NN(C1)CC1=CC=C(C=C1)C(F)(F)F N-(5-chloro-6-fluoro-1H-indol-3-yl)-1-[[4-(trifluoromethyl)phenyl]methyl]pyrazole-4-carboxamide